CC1(OCCO1)C1=CC=C(C=C1)[N+](=O)[O-] 2-methyl-2-(4-nitrophenyl)-1,3-dioxolane